BrC1=NC(=CN=C1)C 2-BROMO-6-METHYLPYRAZINE